spiro[3.4]octane-2-one C1C(CC12CCCC2)=O